BrC=1C2=C(C(=C(C(=C2C(=C2C(=C(C(=C(C12)[2H])[2H])[2H])[2H])C1=C(C(=C(C(=C1[2H])[2H])[2H])[2H])[2H])[2H])[2H])[2H])[2H] 9-bromo-10-(phenyl-d5)anthracene-1,2,3,4,5,6,7,8-d8